C(CCCCCC(=O)[O-])(=O)OCC(COC(CCC(OCCCC\C=C/CC)OCCCC\C=C/CC)=O)CO (3-((4,4-bis(((Z)-oct-5-en-1-yl) oxy) butanoyl) oxy)-2-(hydroxymethyl) propyl) pimelate